C1C(CC12CCNCC2)OC2=NC=NC1=CC=C(C=C21)OC2=C(C(=CC=C2F)NS(N(C)CC)(=O)=O)C#N 4-(7-azaspiro[3.5]nonan-2-yloxy)-6-[2-cyano-3-[[ethyl(methyl)sulfamoyl]amino]-6-fluoro-phenoxy]quinazoline